2'-(2-{[2-(3,4-dimethoxyphenyl)ethyl]amino}-2-oxoethyl)-4,4',5,5'-tetramethoxy[1,1'-biphenyl]-2-yl acetate C(C)(=O)OC1=C(C=C(C(=C1)OC)OC)C1=C(C=C(C(=C1)OC)OC)CC(=O)NCCC1=CC(=C(C=C1)OC)OC